BrC1=CC=C2C(=NC(N(C2=C1)C1=C(C=CC=C1)C#C)=O)NC1CC1 7-bromo-4-(cyclopropylamino)-1-(2-ethynylphenyl)quinazolin-2(1H)-one